C1(=CC=CC=C1)C=1N(C=CN1)CCC#N 3-(2-phenyl-1-Imidazolyl)propionitrile